N-(6-methoxy-1-methyl-1H-indazol-7-yl)-6-(3-(trifluoromethyl)-6,7-dihydropyrano[4,3-c]pyrazol-1(4H)-yl)pyridine-3-sulfonamide COC1=CC=C2C=NN(C2=C1NS(=O)(=O)C=1C=NC(=CC1)N1N=C(C2=C1CCOC2)C(F)(F)F)C